FC(CN1N=C(N=N1)C1=CC=C(CCNC2=NC=3N(C(=N2)N)N=C(N3)C=3OC=CC3)C=C1)(F)F N5-(4-(2-(2,2,2-trifluoroethyl)-2H-tetrazol-5-yl)phenethyl)-2-(furan-2-yl)-[1,2,4]triazolo[1,5-a][1,3,5]triazine-5,7-diamine